(2S)-2-(4-methoxyanilino)-2-[(1S,2E)-5-methylene-2-(p-toluenesulfonyl hydrazono) cyclohexyl]Ethyl acetate C(C)(=O)OC[C@H]([C@H]1/C(/CCC(C1)=C)=N/NS(=O)(=O)C1=CC=C(C)C=C1)NC1=CC=C(C=C1)OC